C(C1=CC=CC=C1)N1CCC=2C(=C(C(=NC2C1)OC[C@H]1N(CCC1)C)C#N)N1C[C@@H](N(CC1)C(=O)OCC1=CC=CC=C1)CC#N benzyl (S)-4-(7-benzyl-3-cyano-2-(((S)-1-methylpyrrolidin-2-yl)methoxy)-5,6,7,8-tetrahydro-1,7-naphthyridin-4-yl)-2-(cyanomethyl)piperazine-1-carboxylate